C(C=C)(=O)N1C[C@H](OCC1)C (2R,3S)-4-acryloyl-2-methylmorpholin